FC1=C2C(N(C=NC2=CC(=C1)C=1C=C(C=2N(C1)C=C(N2)C)F)C2CCN(CC2)C)=O 5-fluoro-7-{8-fluoro-2-methylimidazo[1,2-a]pyridin-6-yl}-3-(1-methylpiperidin-4-yl)quinazolin-4-one